6-(2-((6-(1,1-difluoroethyl)-2-methylpyridin-3-yl)sulfonyl)-2-azaspiro[3.3]heptan-6-yl)-2-oxa-6-azaspiro[3.3]heptane FC(C)(F)C1=CC=C(C(=N1)C)S(=O)(=O)N1CC2(C1)CC(C2)N2CC1(COC1)C2